N-[(1R)-1-[3-amino-5-(trifluoromethyl)phenyl]ethyl]-1-(1-methyl-1,2,3,6-tetrahydropyridine-4-yl)-6-oxo-1,6-dihydropyridazine-3-carboxamide NC=1C=C(C=C(C1)C(F)(F)F)[C@@H](C)NC(=O)C1=NN(C(C=C1)=O)C=1CCN(CC1)C